CC1=C(C(=CC=C1)C)NC(=O)C1N(CCCC1)CCC N-(2,6-dimethylphenyl)-1-N-propylpiperidine-2-formamide